C(CCCCCCCCCCC)(=[O+][O-])[O-].[Zr+4].C(CCCCCCCCCCC)(=[O+][O-])[O-].C(CCCCCCCCCCC)(=[O+][O-])[O-].C(CCCCCCCCCCC)(=[O+][O-])[O-] zirconium(IV) laurate oxide